2-bromopyridin-4-carboxylic acid BrC1=NC=CC(=C1)C(=O)O